[Si](C1=CC=CC=C1)(C1=CC=CC=C1)(C(C)(C)C)OCC[C@H](CCC)NC=1C2=C(N=C(N1)NC(=O)OC)C(=NN2CC2=CC(=NC=C2OC)C(=O)OC)I methyl (S)-4-((7-((1-((tert-butyldiphenylsilyl)oxy)-hexan-3-yl)amino)-3-iodo-5-((methoxycarbonyl)amino)-1H-pyrazolo[4,3-d]pyrimidin-1-yl)methyl)-5-methoxypicolinate